3-(3-(cyclohexylmethoxy)-4-fluorophenyl)-2-methylacrylonitrile C1(CCCCC1)COC=1C=C(C=CC1F)C=C(C#N)C